CN1C=C(C2=CC(=CC=C12)C)C=1C2=C(N=C(N1)C1(CC(=C(C=C1)N(C)CCN(C)C)[N+](=O)[O-])N)N(C=C2)S(=O)(=O)C2=CC=C(C)C=C2 4-(4-(1,5-dimethyl-1H-indol-3-yl)-7-tosyl-7H-pyrrolo[2,3-d]pyrimidin-2-yl)-N1-(2-(dimethylamino)ethyl)-N1-methyl-2-nitrobenzene-1,4-diamine